C(C)=C1[C@H](C[C@@H](OC1)C(=O)N1[C@H](C2=CC=CC=C2CC1)C1=CC=C(C=C1)F)NC(OC(C)(C)C)=O tert-butyl ((2R,4S)-5-ethylidene-2-((S)-1-(4-fluorophenyl)-1,2,3,4-tetrahydroisoquinoline-2-carbonyl)tetrahydro-2H-pyran-4-yl)carbamate